N-(3-(5-((((1-Acetylpiperidin-4-yl)methyl)amino)methyl)-3'-chloro-6-methoxy-[2,4'-bipyridin]-2'-yl)-2-methylphenyl)-5-((3-hydroxyazetidin-1-yl)methyl)picolinamide C(C)(=O)N1CCC(CC1)CNCC=1C=CC(=NC1OC)C1=C(C(=NC=C1)C=1C(=C(C=CC1)NC(C1=NC=C(C=C1)CN1CC(C1)O)=O)C)Cl